COC1=CC=C(CN(S(=O)(=O)CC(=O)OCC)CC2=CC=C(C=C2)OC)C=C1 ethyl 2-(N,N-bis(4-methoxybenzyl)sulfamoyl)acetate